N-cyclohexyl-2-(di(pyridin-2-yl)methylene)-N-methylhydrazine-1-carbothioamide C1(CCCCC1)N(C(=S)NN=C(C1=NC=CC=C1)C1=NC=CC=C1)C